rac-ethyl 3-(2-(((6-((1S*,2S*)-2-(3-chlorophenyl)cyclopropane-1-carboxamido)pyrimidin-4-yl)amino) methyl)-6-cyclopropylimidazo[1,2-a]pyridin-8-yl)propanoate ClC=1C=C(C=CC1)[C@@H]1[C@H](C1)C(=O)NC1=CC(=NC=N1)NCC=1N=C2N(C=C(C=C2CCC(=O)OCC)C2CC2)C1 |r|